11-Hydroxy-heneicosanoic acid OC(CCCCCCCCCC(=O)O)CCCCCCCCCC